N-methyl-6,7-dihydro-5H-pyrrolo[1,2-a]imidazole-3-sulfonamide CNS(=O)(=O)C1=CN=C2N1CCC2